C(C)(C)(C)OC(=O)N[C@@H](CC(=O)OC)C1=CC=CC=C1 methyl (3S)-3-[(tert-butoxycarbonyl) amino]-3-phenylpropanoate